ClC1=CC=C(CNC2=NC3=C(C=C(C=C3C(N2C)=O)C)C(C)NC2=C(C(=O)O)C=CC=C2)C=C1 ((1-(2-((4-chlorobenzyl)amino)-3,6-dimethyl-4-oxo-3,4-dihydroquinazolin-8-yl)ethyl)amino)benzoic acid